CC1=C(C=NN1)C1=CC=C2C(=N1)SC(=N2)NC2=NC=CC(=C2)N2[C@H](CN(CC2)S(=O)(=O)C)C (S)-5-(5-methyl-1H-pyrazol-4-yl)-N-(4-(2-methyl-4-(methyl-sulfonyl)piperazin-1-yl)pyridin-2-yl)thiazolo-[5,4-b]pyridin-2-amine